FC(F)C1=NSN=C1 difluoromethylazathiazole